C1(CCCCCC1)[C@@H]1[C@@H](C2=CC=C(C=C2CC1)O)C1=CC=C(C=C1)N1CCC(CC1)C(OC)OC (1R,2R)-2-cycloheptyl-1-[4-[4-(dimethoxymethyl)-1-piperidyl]phenyl]tetralin-6-ol